7-(7-(4,4,5,5-tetramethyl-1,3,2-dioxaborolan-2-yl)dibenzo[b,d]furan-4-yl)-7H-dibenzo[c,g]carbazole CC1(OB(OC1(C)C)C1=CC2=C(C3=C(O2)C(=CC=C3)N3C=2C=CC4=C(C2C=2C5=C(C=CC32)C=CC=C5)C=CC=C4)C=C1)C